N-(5-(4-oxo-3-propyl-3,4-dihydro-quinazolin-6-yl)pyrazin-2-yl)pentanamide O=C1N(C=NC2=CC=C(C=C12)C=1N=CC(=NC1)NC(CCCC)=O)CCC